di(2,3-dimethylcyclopentadienyl)dimethoxysilane CC=1C(C=CC1C)[Si](OC)(OC)C1C(=C(C=C1)C)C